trans-4-(3,4-dihydroisoquinolin-2(1H)-yl)-1-(6-((2-tertiary Butylphenyl)amino)pyrimidin-4-yl)piperidin-3-ol C1N(CCC2=CC=CC=C12)[C@H]1[C@@H](CN(CC1)C1=NC=NC(=C1)NC1=C(C=CC=C1)C(C)(C)C)O